(3S,4R)-4-[(7-{4-[1-(difluoromethyl)cyclopropyl]phenyl}imidazo[4,3-f][1,2,4]triazin-2-yl)amino]oxan-3-ol FC(C1(CC1)C1=CC=C(C=C1)C1=NC=C2C=NC(=NN21)N[C@H]2[C@@H](COCC2)O)F